tert-butyl 4-[4-(2,6-dioxo-3-piperidyl)-2,3-dihydro-1,4-benzoxazin-8-yl]piperazine-1-carboxylate O=C1NC(CCC1N1CCOC2=C1C=CC=C2N2CCN(CC2)C(=O)OC(C)(C)C)=O